tert-butyl-rel-(6R,7R)-7-{[(4-hydroxycyclohexyl)oxy]methyl}-2,2-dioxo-2λ6-thia-1,8-diazaspiro[5.5]undecane-8-carboxylate C(C)(C)(C)OC(=O)N1[C@H]([C@]2(CCCS(N2)(=O)=O)CCC1)COC1CCC(CC1)O |o1:8,9|